2-oxo-2-((2-oxo-3-phenylpropyl)amino)acetic acid ethyl ester C(C)OC(C(NCC(CC1=CC=CC=C1)=O)=O)=O